[O-]Br=O The molecule is a monovalent inorganic anion obtained by deprotonation of bromous acid. It is a bromine oxoanion and a monovalent inorganic anion. It is a conjugate base of a bromous acid.